ClC1([C@H]([C@@H]1C1=CC(=CC(=C1)Cl)Cl)C(=O)NC=1C=CC(=C(C(=O)NC2=C(C=C(C=C2)F)F)C1)F)Cl |r| racemic-5-((trans)-2,2-dichloro-3-(3,5-dichlorophenyl)cyclopropane-1-carboxamido)-N-(2,4-difluorophenyl)-2-fluorobenzamide